1-hydroxy-2,1-benzoxaborol-3(1H)-one OB1OC(C2=C1C=CC=C2)=O